4-((2,5-dimethyl-4,5-dihydro-2H-pyrazolo[4,3-c]quinolin-6-yl)amino)-N-methylnicotinamide CN1N=C2C(CN(C=3C(=CC=CC23)NC2=CC=NC=C2C(=O)NC)C)=C1